C12(CC3CC(CC(C1)C3)C2)C(=O)OC=2C=C3C=CN(C3=CC2)CC2=CNC3=CC=CC=C23 ((1H-indol-3-yl) methyl)-1H-indol-5-yl (3r,5r,7r)-adamantane-1-carboxylate